1-(4-((5,5-dimethyl-2,4-dioxo-3-(4-((trifluoromethyl)thio)phenyl)imidazolidin-1-yl)methyl)pyridin-2-yl)-3-(2-fluorophenyl)urea CC1(C(N(C(N1CC1=CC(=NC=C1)NC(=O)NC1=C(C=CC=C1)F)=O)C1=CC=C(C=C1)SC(F)(F)F)=O)C